CN1S(C=2N(C(C1)C(=O)O)C(C(=C(C2C2=CC(=CC=C2)C(F)(F)F)CC2=CC=CC1=CC=CC=C21)C(NCCC)=O)=O)(=O)=O 2-methyl-8-(naphthalen-1-ylmethyl)-6-oxo-7-(propylcarbamoyl)-9-(3-(trifluoromethyl)phenyl)-3,4-dihydro-2H,6H-pyrido[1,2-e][1,2,5]thiadiazine-4-carboxylic acid 1,1-dioxide